(diethyl 2-bromoglutarate) (Diethyl-2-bromopentanedioate) C(C)C(C(C(=O)O)(Br)CC)CC(=O)O.C(C)C(C(C(=O)O)(Br)CC)CC(=O)O